(diphenyl-4-triphenylsilylphenyl)-phosphine dioxide C1(=CC=CC=C1)C=1C(=C(C=CC1[Si](C1=CC=CC=C1)(C1=CC=CC=C1)C1=CC=CC=C1)[PH2](=O)=O)C1=CC=CC=C1